(5-fluoropyridin-2-yl)(methyl)(((7-(5-(trifluoromethyl)-1,2,4-oxadiazol-3-yl)imidazo[1,2-a]pyridin-2-yl)methyl)imino)-λ6-sulfanone FC=1C=CC(=NC1)S(=O)(=NCC=1N=C2N(C=CC(=C2)C2=NOC(=N2)C(F)(F)F)C1)C